[N+](=O)(OCC(CO[N+](=O)[O-])N1C(C2=CC=3C(N(C(C3C=C2C1=O)=O)CO[N+](=O)[O-])=O)=O)[O-] 2-(6-((Nitrooxy)methyl)-1,3,5,7-tetraoxo-3,5,6,7-tetrahydropyrrolo[3,4-f]isoindol-2(1H)-yl)propane-1,3-diyl dinitrate